1,3,8-Trihydroxy-6H-dibenzo[b,d]pyran-6-one OC1=CC(=CC=2OC(C3=C(C21)C=CC(=C3)O)=O)O